BrC=1C=C(C=CC1)C(C(=O)OC)(CCOCC(C)(C)C#N)C methyl 2-(3-bromophenyl)-4-(2-cyano-2-methylpropoxy)-2-methylbutanoate